1-butyl-9-[(3-cyanophenyl)methyl]-2,3,4,9-tetrahydro-1H-carbazole-8-carboxylic acid C(CCC)C1CCCC=2C3=CC=CC(=C3N(C12)CC1=CC(=CC=C1)C#N)C(=O)O